N-(9,9-dimethyl-9H-fluoren-2-yl)-N-(3',3',4',7'-tetramethyl-2',3'-dihydrospiro-[fluoren-9,1'-inden]-2-yl)benzo[d][1,3]dioxol-5-amine CC1(C2=CC=CC=C2C=2C=CC(=CC12)N(C1=CC2=C(OCO2)C=C1)C1=CC2=C(C=C1)C1=CC=CC=C1C21CC(C2=C(C=CC(=C12)C)C)(C)C)C